O[C@]1([C@@H](CCC1)N1C(C=CC2=C1N=C(N=C2)NC2C[C@H]1CC[C@@H](C2)N1S(=O)(=O)C)=O)C 8-((1R,2R)-2-hydroxy-2-methylcyclopentyl)-2-(((1R,5S)-8-(methylsulfonyl)-8-azabicyclo[3.2.1]oct-3-yl)amino)pyrido[2,3-d]pyrimidin-7(8H)-one